N-(1-(methyl-d3)-1H-pyrazol-3-yl)-5-(piperazin-1-yl)picolinamide hydrochloride Cl.C(N1N=C(C=C1)NC(C1=NC=C(C=C1)N1CCNCC1)=O)([2H])([2H])[2H]